2',4'-dichlorospiro[cyclopentane-1,5'-pyrrolo[2,3-d]pyrimidin]-6'(7'H)-one ClC=1N=C(C2=C(N1)NC(C21CCCC1)=O)Cl